C(C)C=1C(=CC=C2C=C(C=C(C12)C1=C(C=2N=C(N=C(C2C=N1)NCCCC(=O)OC)OC[C@]12CCCN2C[C@@H](C1)F)F)O)F methyl 4-((7-(8-ethyl-7-fluoro-3-hydroxynaphthalen-1-yl)-8-fluoro-2-(((2R,7aS)-2-fluorotetrahydro-1H-pyrrolizin-7a(5H)-yl)methoxy)pyrido[4,3-d]pyrimidin-4-yl)amino)butanoate